C(C)OC1=CC=C(C=C1)N1[C@@H]2CN(C[C@H](C1)CC2(C)C)C(=O)NC2=CC(=NN2)C (1S,5S)-6-(4-ethoxyphenyl)-9,9-dimethyl-N-(3-methyl-1H-pyrazol-5-yl)-3,6-diazabicyclo[3.2.2]nonane-3-carboxamide